C1(CC1)C(=C=O)N1N=CC2=NC=C(C=C21)C2=CC(=C(C=C2)F)C(F)F cyclopropyl-2-[6-[3-(difluoromethyl)-4-fluoro-phenyl]pyrazolo[4,3-b]pyridin-1-yl]ethenone